5-(2,3-dichlorophenyl)-3-[(1S)-2-methoxy-1-methyl-ethyl]-pyrimidin-2,4-dion ClC1=C(C=CC=C1Cl)C=1C(N(C(NC1)=O)[C@H](COC)C)=O